C(CCCC)OC(CCCCCCCCCCCC\C=C/CCO)OCCCCC (3Z)-17,17-dipentoxy-3-heptadecen-1-ol